ethyl 2-amino-2-oxo-acetate NC(C(=O)OCC)=O